Methyl 7-chloro-8-(naphthalen-1-ylmethyl)-6-oxo-2-propyl-9-(3-(trifluoromethyl)phenyl)-3,4-dihydro-2H,6H-pyrido[1,2-e][1,2,5]thiadiazine-4-carboxylate 1,1-dioxide ClC1=C(C(=C2N(C(CN(S2(=O)=O)CCC)C(=O)OC)C1=O)C1=CC(=CC=C1)C(F)(F)F)CC1=CC=CC2=CC=CC=C12